7-propyl-N-phenyl-7H-pyrrolo[2,3-d]pyrimidin-4-amine C(CC)N1C=CC2=C1N=CN=C2NC2=CC=CC=C2